N1=NNC2=NC(=CC=C21)C=2C=CC(=C(C(=O)NC1=CC=C(C=C1)COCC1=CC=CC=C1)C2)F 5-(3H-[1,2,3]Triazolo[4,5-b]pyridin-5-yl)-N-(4-((benzyloxy)methyl)phenyl)-2-fluorobenzamide